N-(4-(Chlorodifluoromethoxy)phenyl)-6-(3-hydroxypyrrolidin-1-yl)-5-(1H-pyrazol-5-yl)nicotinamide ClC(OC1=CC=C(C=C1)NC(C1=CN=C(C(=C1)C1=CC=NN1)N1CC(CC1)O)=O)(F)F